tricresyl phosphate tri(hexadecyl)phosphate C(CCCCCCCCCCCCCCC)OP(=O)(OCCCCCCCCCCCCCCCC)OCCCCCCCCCCCCCCCC.P(=O)(OC1=CC=C(C=C1)C)(OC1=CC=C(C=C1)C)OC1=CC=C(C=C1)C